1,8-anthracenediol C1(=CC=CC2=CC3=CC=CC(=C3C=C12)O)O